8-(methoxymethyl)-2-(pyridin-4-yl)-4-(2,8-diazaspiro[4.5]decan-8-yl)pyrido[3,4-d]pyrimidine COCC1=NC=CC2=C1N=C(N=C2N2CCC1(CCNC1)CC2)C2=CC=NC=C2